methyl 4-(N-((7-(5-(difluoromethyl)-1,3,4-oxadiazol-2-yl)imidazo[1,2-a]pyridin-2-yl)methyl)-N-(3-fluorophenyl)sulfamoyl)piperazine-1-carboxylate FC(C1=NN=C(O1)C1=CC=2N(C=C1)C=C(N2)CN(S(=O)(=O)N2CCN(CC2)C(=O)OC)C2=CC(=CC=C2)F)F